N-(3-{[(3S)-3-aminopiperidin-1-yl]methyl}-5-(4-methyl-1H-imidazol-1-yl)phenyl)-1H-indazole-1-carboxamide N[C@@H]1CN(CCC1)CC=1C=C(C=C(C1)N1C=NC(=C1)C)NC(=O)N1N=CC2=CC=CC=C12